CN(C)CC1=CNC2=CC(=CC=C12)C=O 3-((dimethylamino)methyl)-1H-indol-6-carbaldehyde